N-(6-(1-methyl-1H-pyrazol-4-yl)isoquinolin-3-yl)isonicotinamide CN1N=CC(=C1)C=1C=C2C=C(N=CC2=CC1)NC(C1=CC=NC=C1)=O